8-(2-hydroxy-2-methylpropyloxy)quinoline-5-carboxylic acid OC(COC1=CC=C(C=2C=CC=NC12)C(=O)O)(C)C